C(C)(C)(C)OC(NC1=NC=C(C=C1CC)N)=O tert-butyl(5-amino-3-ethylpyridin-2-yl)carbamate